5-(((1R,5S,6S)-3-ethyl-3-azabicyclo[4.1.0]heptan-5-yl)oxy)isobenzofuran-1(3H)-one C(C)N1C[C@@H]2C[C@@H]2[C@@H](C1)OC=1C=C2COC(C2=CC1)=O